1,2-dibromo-6-tertiary butyl-9H-carbazole BrC1=C(C=CC=2C3=CC(=CC=C3NC12)C(C)(C)C)Br